(R)-2-(3-bromo-5-fluoropyridinamido)-2-methylhexyl-sodium sulfate S(=O)(=O)(O)O.BrC=1C(=NC=C(C1)F)C(=O)N[C@@](C[Na])(CCCC)C